C(C1=CC=CC=C1)OC1=CC=C2C(=C(N=C(C2=C1)OC(C(=O)[O-])C)C(COC)(C)C)C1=CC=C(C=C1)F 2-[[7-benzyloxy-4-(4-fluorophenyl)-3-(2-methoxy-1,1-dimethyl-ethyl)-1-isoquinolyl]oxy]propanoate